(S)-2-(4-(4-methoxypyrazolo[1,5-a]pyridin-2-yl)-1,4,6,7-tetrahydro-5H-imidazo[4,5-c]pyridin-5-yl)-5-(trifluoromethyl)-1,3,4-oxadiazole COC=1C=2N(C=CC1)N=C(C2)[C@H]2N(CCC1=C2N=CN1)C=1OC(=NN1)C(F)(F)F